ethyl (1E)-N-(2,4,6-trimethyl phenyl)sulfonyloxyethanimidate CC1=C(C(=CC(=C1)C)C)S(=O)(=O)O/N=C(\C)/OCC